C(C)OC(\C=C\C1=CC=CC=C1)=O.ClCC(=O)NC1=C(C(=CC=C1)C)C 2-chloro-N-(2,3-dimethylphenyl)acetamide ETHYL-(E)-3-PHENYL-2-PROPENOATE